N-tert-butyl-2-Benzothiazolylsulfenamide CC(C)(C)NSC1=NC2=CC=CC=C2S1